(R/S)-2-((R)-1-phenylethyl)-2-azabicyclo[2.2.2]oct-5-ene C1(=CC=CC=C1)[C@@H](C)N1[C@H]2C=CC(C1)CC2 |&1:9|